4,4'-diisopropylbenzophenone C(C)(C)C1=CC=C(C(=O)C2=CC=C(C=C2)C(C)C)C=C1